(S)-tert-butyl 6-(3-(3-(dimethylamino)Propyl)phenyl)-3-methyl-3,4-dihydropyridine-1(2H)-carboxylate CN(CCCC=1C=C(C=CC1)C1=CC[C@@H](CN1C(=O)OC(C)(C)C)C)C